1,2,3-propanetricarboxylic acid tris[4-(2-ethylhexyl)cyclohexylamide] C(C)C(CC1CCC(CC1)NC(=O)CC(CC(=O)NC1CCC(CC1)CC(CCCC)CC)C(=O)NC1CCC(CC1)CC(CCCC)CC)CCCC